1,2-phenylene-bis-(2-oxazoline) C1(=C(C=CC=C1)C=1OCCN1)C=1OCCN1